tert-butyl ((3R)-1-(6-((4-(2-cyano-5-methoxypyridine-3-yl)-1H-1,2,3-triazol-1-yl)methyl)pyridazin-3-yl)piperidin-3-yl)(cyclobutylmethyl)carbamate C(#N)C1=NC=C(C=C1C=1N=NN(C1)CC1=CC=C(N=N1)N1C[C@@H](CCC1)N(C(OC(C)(C)C)=O)CC1CCC1)OC